BrC(C=C)(Br)Br tribromopropene